C(C)N(C1=CC=C(C=CC=2NC3=C(N2)C=CC=C3)C=C1)CC 2-(p-diethylaminostyryl)benzimidazole